2-(6-(2-chloro-6-isopropyl-7H-pyrrolo[2,3-d]pyrimidin-7-yl)pyridin-2-yl)propan-2-ol 2-methylpyrrolidine-1-carboxylate CC1N(CCC1)C(=O)OC(C)(C)C1=NC(=CC=C1)N1C(=CC2=C1N=C(N=C2)Cl)C(C)C